4-(1-propionylindol-5-yl)-N-(pyridazin-4-ylmethyl)benzamide C(CC)(=O)N1C=CC2=CC(=CC=C12)C1=CC=C(C(=O)NCC2=CN=NC=C2)C=C1